CC=1CC(C(CC1)C(=O)OC(C)C)C(=O)OC(C)C diisopropyl 4-methyl-4-cyclohexene-1,2-dicarboxylate